F[P-](F)(F)(F)(F)F.[NH2+]=C(O)N.CC1=NC(=CC(=C1)C=1NC2=CC=C(C=C2C1C(C)C)C1CCN(CC1)CC(=O)N1CCC(CC1)O)C 2-(4-(2-(2,6-dimethylpyridin-4-yl)-3-isopropyl-1H-indol-5-yl)piperidin-1-yl)-1-(4-hydroxypiperidin-1-yl)ethan-1-one Uronium Hexafluorophosphate